5-((3-(difluoromethoxy)pyridin-2-yl)methyl)-3-methyl-7-(piperidin-4-yl)pyrido[2,3-b]pyrazin-6(5H)-one FC(OC=1C(=NC=CC1)CN1C(C(=CC=2C1=NC(=CN2)C)C2CCNCC2)=O)F